3-((S)-3-((R)-8-(5-benzylpyrimidin-2-yl)-1-oxa-8-azaspiro[4.5]dec-3-ylamino)-2-hydroxypropoxy)-N-methylbenzenesulfonamide C(C1=CC=CC=C1)C=1C=NC(=NC1)N1CCC2(C[C@H](CO2)NC[C@@H](COC=2C=C(C=CC2)S(=O)(=O)NC)O)CC1